S1C(=NC=C1)C(=O)C1=CC=C(C=C1)C1=NOC(=N1)C(F)(F)F thiazol-2-yl-[4-[5-(trifluoromethyl)-1,2,4-oxadiazol-3-yl]phenyl]methanone